(R)-N-Ethyl-5-fluoro-N-isopropyl-2-((5-(2-(2-methyl-6-oxohex-3-yl)-2,6-diazaspiro[3.4]oct-6-yl)-1,2,4-triazin-6-yl)oxy)benzamide C(C)N(C(C1=C(C=CC(=C1)F)OC1=C(N=CN=N1)N1CC2(CN(C2)[C@@H](C(C)C)CCC=O)CC1)=O)C(C)C